Cl.Cl.C[C@@H]1N(CCC1)C[C@H]1NCC2=CC=CC=C2C1 (3S)-3-{[(2S)-2-methylpyrrolidin-1-yl]methyl}-1,2,3,4-tetrahydroisoquinoline dihydrochloride